2-iodo-N-[[(4-methoxy-6-methyl-1,3,5-triazin-2-yl)amino]carbonyl]benzenesulfonamide 1-(3-chlorophenyl)ethyl-(2,2,2-trichloroacetyl)carbamate ClC=1C=C(C=CC1)C(C)N(C(O)=O)C(C(Cl)(Cl)Cl)=O.IC1=C(C=CC=C1)S(=O)(=O)NC(=O)NC1=NC(=NC(=N1)OC)C